N-(3-((5-(dimethylamino)-2-((4-(4-methylpiperazin-1-yl)phenyl)amino)-7H-pyrrolo[2,3-d]pyrimidin-4-yl)oxy)phenyl)acrylamide CN(C1=CNC=2N=C(N=C(C21)OC=2C=C(C=CC2)NC(C=C)=O)NC2=CC=C(C=C2)N2CCN(CC2)C)C